2-(5-(4-Chlorophenyl)thiophen-2-yl)-N-(2-(piperidin-1-yl)ethyl)acetamid ClC1=CC=C(C=C1)C1=CC=C(S1)CC(=O)NCCN1CCCCC1